[4-(6-fluoro-1H-2-benzimidazolyl)benzyl]-(E)-3-(3-pyridyl)acrylamide FC=1C=CC2=C(NC(=N2)C2=CC=C(C/C(/C(=O)N)=C\C=3C=NC=CC3)C=C2)C1